4-amino-4-cyclobutylbutan-2-one NC(CC(C)=O)C1CCC1